C1(CC1)C1=NC=NC(=C1C=1N=CC2=C(N(C3=C(C=CC=C23)F)CC2=CC=C(C=C2)C=2N(C=C(N2)C(F)(F)F)C(C)C)N1)OC 2-(4-cyclopropyl-6-methoxypyrimidin-5-yl)-8-fluoro-9-(4-(1-isopropyl-4-(trifluoromethyl)-1H-imidazol-2-yl)benzyl)-9H-pyrimido[4,5-b]indole